CN(C)CC1=C2CCN(C(C2=CC(=C1)CN1C(=NC=C1)C)=O)[C@@H](C)C1=NC=C(C#N)C(=C1)OCC (S)-6-(1-(5-((dimethylamino)methyl)-7-((2-methyl-1H-imidazol-1-yl)methyl)-1-oxo-3,4-dihydroisoquinolin-2(1H)-yl)ethyl)-4-ethoxynicotinonitrile